C(C)[C@H]1N(C[C@@H](N(C1)C=1C=2C(N(C(C1)=O)C)=CNN2)CC)C(C(=O)NCCOC)C2=CC=C(C=C2)C(F)(F)F ((2R,5S)-2,5-diethyl-4-(4-methyl-5-oxo-4,5-dihydro-2H-pyrazolo[4,3-b]pyridin-7-yl)piperazin-1-yl)-N-(2-methoxyethyl)-2-(4-(trifluoromethyl)phenyl)acetamide